(3R)-3-(2,2,2-trifluoroethoxy)pyrrolidine FC(CO[C@H]1CNCC1)(F)F